benzyl (S)-1-((S)-2-(methoxycarbonyl)aziridine-1-carbonyl)pyrrolidine-3-carboxylate COC(=O)C1[N@](C1)C(=O)N1C[C@H](CC1)C(=O)OCC1=CC=CC=C1